1,3,5-tris(4-bromophenyl)-benzene BrC1=CC=C(C=C1)C1=CC(=CC(=C1)C1=CC=C(C=C1)Br)C1=CC=C(C=C1)Br